[Na+].O=C([C@H](O)[C@@H](O)[C@H](O)[C@H](O)C(=O)[O-])[O-].[Na+] glucaric acid sodium salt